amidyl isothiocyanate [NH-]N=C=S